2-(4-methylphenoxy)-N-(1H-pyrazol-3-yl)-N-(thiophene-2-ylmethyl)acetamide 2,5-dioxopyrrolidin-1-yl-2-(((3S,3aR,6R,6aR)-6-hydroxyhexahydrofuro[3,2-b]furan-3-yl)oxy)acetate O=C1N(C(CC1)=O)C(C(=O)O)O[C@@H]1[C@@H]2[C@H](OC1)[C@@H](CO2)O.CC2=CC=C(OCC(=O)N(CC=1SC=CC1)C1=NNC=C1)C=C2